S1C(=CC=C1C(=O)OC1=CC=C(C=C1)C1(C2=CC=CC=C2C=2C=CC=CC12)C1=CC=C(C=C1)O)C(=O)OC1=CC=C(C=C1)C1(C2=CC=CC=C2C=2C=CC=CC12)C1=CC=C(C=C1)O bis(4-(9-(4-hydroxyphenyl)-9H-fluoren-9-yl) phenyl) thiophene-2,5-dicarboxylate